ClC=1C=CC(=NC1C)N1CCC(CC1)C(=O)NCC1=C(C(=C(C=C1)C(F)(F)F)C=1NC(C=C(N1)C(F)(F)F)=O)F 1-(5-chloro-6-methylpyridin-2-yl)-N-{2-fluoro-3-[6-oxo-4-(trifluoromethyl)-1,6-dihydropyrimidine-2-yl]-4-(trifluoromethyl)benzyl}piperidine-4-carboxamide